6,7-dichloro-5-(2,6-difluorophenyl)-3H-1,4-benzodiazepine-2-Amine ClC1=C(C=CC2=C1C(=NCC(=N2)N)C2=C(C=CC=C2F)F)Cl